(R)-11-amino-3-cyclopropyl-7-((S)-1,1,1-trifluoropropan-2-yl)-4,5,6,7-tetrahydroisoxazolo[4'',3'':6',7']cyclohepta[1',2':4,5]pyrrolo[2,3-d]pyrimidin-4-ol 2,2,2-trifluoroacetate FC(C(=O)O)(F)F.NC=1C2=C(N=CN1)N(C1=C2C=2C([C@@H](CC1)O)=C(ON2)C2CC2)[C@H](C(F)(F)F)C